C(C)OC(=O)C1=C(N(C2=CC(=C(C=C12)O)Br)C)CSC1=CC=CC=C1 6-bromo-5-hydroxy-1-methyl-2-(phenylthiomethyl)indole-3-carboxylic acid ethyl ester